(S)-7-isopropyl-4,8-dimethyl-2-(((1-(4-(trifluoromethoxy)benzyl)-1H-1,2,4-triazol-3-yl)methyl)amino)-7,8-dihydropteridin-6(5H)-one C(C)(C)[C@H]1C(NC=2C(=NC(=NC2N1C)NCC1=NN(C=N1)CC1=CC=C(C=C1)OC(F)(F)F)C)=O